NC1=C2C(=C3C(=N1)C=C(N3)C(=O)N([C@H]3COCC=1C3=NC=C(C1)C(F)(F)F)C)COC2 (R)-5-amino-N-methyl-N-(3-(trifluoromethyl)-7,8-dihydro-5H-pyrano[4,3-b]pyridin-8-yl)-6,8-dihydro-1H-furo[3,4-d]pyrrolo[3,2-b]pyridine-2-carboxamide